4-(4-Cyclopropyl-3-oxopiperazin-1-yl)-N-isopentyl-1H-benzo[d]imidazole-1-carboxamide C1(CC1)N1C(CN(CC1)C1=CC=CC=2N(C=NC21)C(=O)NCCC(C)C)=O